FC1=CC=C(C=C1)[C@@H]1N(CCC2=CC=CC=C12)C1=N[C@]2(CO1)C[C@@H](CC2)N (5S,7R)-2-((S)-1-(4-fluorophenyl)-3,4-dihydroisoquinolin-2(1H)-yl)-3-oxa-1-azaspiro[4.4]non-1-en-7-amine